5-tetrahydropyran-2-yloxycarbonylmethyloxycarbonyl-bicyclo[2.2.1]Hept-2-ene O1C(CCCC1)OC(=O)COC(=O)C1C2C=CC(C1)C2